C(CCCCC)OC=1C=C(C=CC1OCCCCCC)/C=C/C(=O)NN (E)-3-(3,4-bis(hexyloxy)phenyl)acrylhydrazide